FC1=C(C=C2CN(C(C2=C1)=O)C1C(NC(CC1)=O)=O)N1CCC(CC1)OC1CCC(CC1)CO 3-[6-fluoro-5-[4-[4-(hydroxymethyl)cyclohexyloxy]-1-piperidinyl]-1-oxo-isoindolin-2-yl]piperidine-2,6-dione